(4-(6-((4-carboxy-2-oxopyridin-1(2H)-yl)methoxy)pyridin-2-yl)-2-Fluorobenzyl)-1-(2-methoxyethyl)-1H-benzo[d]Imidazole-6-carboxylic acid C(=O)(O)C1=CC(N(C=C1)COC1=CC=CC(=N1)C1=CC(=C(CC2=NC3=C(N2CCOC)C=C(C=C3)C(=O)O)C=C1)F)=O